1,3-bis[4-(phenylamino)phenyl]urea C1(=CC=CC=C1)NC1=CC=C(C=C1)NC(=O)NC1=CC=C(C=C1)NC1=CC=CC=C1